NC1=C(C(=O)OC)C=C(C=C1[N+](=O)[O-])F Methyl 2-amino-5-fluoro-3-nitrobenzoate